C(C)C=1C(NC=2C=C(C=NC2C1)CN1CCN(CC1)C=1C=CC(=NC1)C(=O)N[C@H]1CN(CC1)C)=O (R)-5-(4-((7-ethyl-6-oxo-5,6-dihydro-1,5-naphthyridin-3-yl)methyl)piperazin-1-yl)-N-(1-methylpyrrolidin-3-yl)picolinamide